methylbenzenesulfonamide, formate salt C(=O)O.CC1=C(C=CC=C1)S(=O)(=O)N